acetamido-D-leucine C(C)(=O)NN[C@H](CC(C)C)C(=O)O